NC1=NC=CC(=C1)C[C@@H]1[C@H](N(C1=O)C(=O)N[C@H](CC)C1=CC=C(C=C1)F)C(=O)N(C)C=1N(C=CN1)C (2S,3R)-3-((2-aminopyridin-4-yl)methyl)-N2-(1-methyl-1H-imidazol-2-yl)-N1-((R)-1-(4-fluorophenyl)propyl)-N2-methyl-4-oxoazetidine-1,2-dicarboxamide